(rac)-(8r,8ar)-N-(6-Chloropyridazin-3-yl)octahydroindolizin-8-amine ClC1=CC=C(N=N1)N[C@@H]1CCCN2CCC[C@H]12 |r|